[N+](=[N-])=C1C(C=CC2=CC(=CC=C12)C)=O 1-diazo-6-methylnaphthalen-2(1H)-one